N-(2,6-dioxo-3-piperidyl)indane-1-carboxamide O=C1NC(CCC1NC(=O)C1CCC2=CC=CC=C12)=O